C1(=CC=CC=C1)NC(=O)C=1N=C(OC1)C1=CC=C(C=C1)C(F)(F)F N-Phenyl-2-(4-(trifluoromethyl)phenyl)oxazole-4-carboxamide